1-(phenyl)-3-(4-((2-methyl-1-(p-tolyl)-1,2,3,4-tetrahydroisoquinolin-6-yl)oxy)phenyl)urea C1(=CC=CC=C1)NC(=O)NC1=CC=C(C=C1)OC=1C=C2CCN(C(C2=CC1)C1=CC=C(C=C1)C)C